[Si](C)(C)(C(C)(C)C)OCC(C1=CC=CC=C1)C1(C(C(=NC2=CC=CC=C12)Cl)N)N 4-(((tert-butyldimethylsilyloxy)methyl)benzyl)-2-chloroquinoline-3,4-diamine